nicotine-HCl Cl.N1=CC=CC(=C1)C1N(C)CCC1